C1=CC(=CC=2C3=CC=CC=C3NC12)C1=CC(=CC(=C1)C=1C=CC=2NC3=CC=CC=C3C2C1)C=1C=CC=2NC3=CC=CC=C3C2C1 1,3,5-tris(3-carbazolyl)benzene